hexa-methylene glycol C(CCCCCO)O